tyrosine-13C6 N[13C@@H]([13CH2][13C]1=[13CH][13CH]=[13C](C=C1)O)C(=O)O